(S) or (R)-N-(amino(5-(2-hydroxypropan-2-yl)thiazol-2-yl)(oxo)-λ6-sulfaneylidene)-2-(3-fluoro-2,6-diisopropylphenyl)acetamide N[S@@](=NC(CC1=C(C(=CC=C1C(C)C)F)C(C)C)=O)(=O)C=1SC(=CN1)C(C)(C)O |o1:1|